dodecane-4,11-dien-1-ol C(CCC=CCCCCCC=C)O